[Na].SCC mercaptoethane sodium